4-(3-(3-chloro-5-(trifluoromethyl)phenyl)-4,4,4-trifluorobut-2-enoyl)-N-(2-oxo-2-((2,2,2-trifluoroethyl)-amino)ethyl)-1-naphthamide ClC=1C=C(C=C(C1)C(F)(F)F)C(=CC(=O)C1=CC=C(C2=CC=CC=C12)C(=O)NCC(NCC(F)(F)F)=O)C(F)(F)F